2-chloro-N-cyclohexyl-5-((1-methyl-1H-pyrazol-4-yl)ethynyl)pyridin-4-amine ClC1=NC=C(C(=C1)NC1CCCCC1)C#CC=1C=NN(C1)C